tert-butyl cis-4-[[6-[3-(2-methoxy-4-methylsulfonyl-anilino)prop-1-ynyl]-1-(2,2,2-trifluoroethyl)benzimidazole-4-carbonyl]amino]-3-(trifluoromethyl)piperidine-1-carboxylate COC1=C(NCC#CC=2C=C(C3=C(N(C=N3)CC(F)(F)F)C2)C(=O)N[C@@H]2[C@@H](CN(CC2)C(=O)OC(C)(C)C)C(F)(F)F)C=CC(=C1)S(=O)(=O)C